N-(quinolin-6-yl)hexanamide N1=CC=CC2=CC(=CC=C12)NC(CCCCC)=O